2-((1S,2S)-2-aminocyclohexyl)-N-benzyl-5-chloro-3-iodothieno[3,2-b]pyridin-7-amine N[C@@H]1[C@H](CCCC1)C1=C(C2=NC(=CC(=C2S1)NCC1=CC=CC=C1)Cl)I